N,N-bis(biphenyl-4-yl)-9,9'-spirobi[9H-fluorene]-2-amine C1(=CC=C(C=C1)N(C1=CC=2C3(C4=CC=CC=C4C2C=C1)C1=CC=CC=C1C=1C=CC=CC13)C1=CC=C(C=C1)C1=CC=CC=C1)C1=CC=CC=C1